ClC1=NC(=CC(=C1)C1=NC=C(C=C1C1=NN=CN1C([2H])([2H])[2H])C#N)C1CC1 2'-Chloro-6'-cyclopropyl-3-(4-(methyl-d3)-4H-1,2,4-triazol-3-yl)-[2,4'-bipyridine]-5-carbonitrile